OC(C(C)NC(COC1=CC=C(C=C1)C(\C=C\C1=CC=CC=C1)=O)=O)C1=CC=CC=C1 N-(1-Hydroxy-1-phenylpropan-2-yl)-2-[4-[(E)-3-phenylprop-2-enoyl]phenoxy]acetamide